2-(((((2R,7aS)-2-fluorotetrahydro-1H-pyrrolizin-7a(5H)-yl)methoxy)-7-(5,6,7,8-tetrahydroisoquinolin-4-yl)quinazolin-4-yl)piperazin-2-yl)acetonitrile F[C@@H]1C[C@@]2(CCCN2C1)COC1=NC2=CC(=CC=C2C(=N1)N1C(CNCC1)CC#N)C1=CN=CC=2CCCCC12